ClC1=NC(=CC(=N1)N1[C@@H](CCC1)CO)Cl (S)-(1-(2,6-dichloropyrimidin-4-yl)pyrrolidin-2-yl)methanol